N-Boc-2-(2-amino-ethoxy)-ethylamine C(=O)(OC(C)(C)C)NCCOCCN